2-(2-fluoro-5-hydroxy-phenyl)acetic acid FC1=C(C=C(C=C1)O)CC(=O)O